zinc-zinc alloyl-zinc C(C=C)(=O)[Zn].[Zn].[Zn]